C1(CC1)C1=NC(=CC(=C1)C1=C(C=C(C#N)C=C1)C1=NN=CN1C)N1C(C2=CC(=CC(=C2C1)C(F)(F)F)C1(CCC1)O)=O 4-(2-cyclopropyl-6-(6-(1-hydroxycyclobutyl)-1-oxo-4-(trifluoromethyl)isoindolin-2-yl)pyridin-4-yl)-3-(4-methyl-4H-1,2,4-triazol-3-yl)benzonitrile